C(C1=CC=CC=C1)N1C(=CC(=C1)C1=C(C=CC(=C1)F)F)[C@@H](C(C)(C)C)N(CCCNC(OCC[Si](C)(C)C)=O)C(CN[C@@H](CS)C(=O)O)=O (11-{(1R)-1-[1-benzyl-4-(2,5-difluorophenyl)-1H-pyrrol-2-yl]-2,2-dimethylpropyl}-2,2-dimethyl-6,12-dioxo-5-oxa-7,11-diaza-2-silatridecan-13-yl)-L-cysteine